OC1=C(C=C2C=CC=NC2=C1)C=O 7-HYDROXYQUINOLINE-6-CARBOXALDEHYDE